N-[tetrahydropyran-4-yl]4-[4-(4-pyridinyl)-benzyl]-pyrrolo[1,2-b]pyridazine-2-carboxamide O1CCC(CC1)NC(=O)C=1C=C(C=2N(N1)C=CC2)CC2=CC=C(C=C2)C2=CC=NC=C2